COC(=O)[C@@]1(N(C(C2=CC(=CC=C12)F)=O)CC1=CC=C(C=C1)OC)CC=C.C(C=C)[C@@]1(N(C(C2=CC(=CC=C12)F)=O)CC1=CC=C(C=C1)OC)C(=O)OC |&1:4| Methyl (S)-1-allyl-5-fluoro-2-(4-methoxybenzyl)-3-oxoisoindoline-1-carboxylate rac-Methyl-1-allyl-5-fluoro-2-(4-methoxybenzyl)-3-oxoisoindoline-1-carboxylate